(tert-butyldimethylsilyl)amide [Si](C)(C)(C(C)(C)C)[NH-]